manganese bisglutamate N[C@@H](CCC(=O)[O-])C(=O)[O-].N[C@@H](CCC(=O)[O-])C(=O)[O-].[Mn+4]